C(C)(C)(C)C=1C(=C(C(=CC1)N(C(=O)[C@H]1NC(C[C@@H]1CO)=O)C)NC([O-])=O)Cl (tert-butyl 2-chloro-6-((2S,3S)-3-(hydroxymethyl)-N-methyl-5-oxopyrrolidine-2-carboxamido)phenyl)carbamate